6-fluoro-5-(4-((2-methoxy-3-oxo-4H-quinoxalin-6-yl)methyl)piperazin-1-yl)-N-(methyl-d3)pyridine-2-carboxamide FC1=C(C=CC(=N1)C(=O)NC([2H])([2H])[2H])N1CCN(CC1)CC=1C=C2NC(C(=NC2=CC1)OC)=O